ClC1=C(C(=O)NC2=CC(=NN2C2=CC=CC=C2)C(=O)N2CCNCC2)C=C(C(=C1)Cl)C1=NC=CC=C1 2,4-Dichloro-N-(1-phenyl-3-(piperazine-1-carbonyl)-1H-pyrazol-5-yl)-5-(pyridin-2-yl)benzamide